C(C)(C)(C)C=1C(=CC(=C(NCC2=CN=C(O2)C(=O)NC2CN(C2)C(=O)OC(C)(C)C)C1)O)Cl tert-Butyl 3-((5-((5-(tert-butyl)-4-chloro-2-hydroxyanilino)methyl)oxazole-2-carbonyl)amino)azetidine-1-carboxylate